(S)-(1-(difluoromethyl)-1H-pyrazol-5-yl)(4-(5-fluorobenzo[d]oxazol-2-yl)-6,7-dihydro-1H-imidazo[4,5-c]pyridin-5(4H)-yl)methanone FC(N1N=CC=C1C(=O)N1[C@@H](C2=C(CC1)NC=N2)C=2OC1=C(N2)C=C(C=C1)F)F